1-((S)-3-(benzothien-3-yl)-2-(dimethylamino)propyl)-3-((R)-1-(thiophen-2-yl)ethyl)urea S1C=C(C2=C1C=CC=C2)C[C@@H](CNC(=O)N[C@H](C)C=2SC=CC2)N(C)C